OCCNC(=O)N (2-hydroxyethyl)urea